4-Oxo-4-[(4-{2-[3-(trifluoromethyl)-1H-1,2,4-triazol-5-yl]imidazo[1,2-a]pyrimidin-3-yl}-1H-imidazol-1-yl)methoxy]butanoic acid O=C(CCC(=O)O)OCN1C=NC(=C1)C1=C(N=C2N1C=CC=N2)C2=NC(=NN2)C(F)(F)F